N-methyl-N-(piperidin-3-ylmethyl)benzamide CN(C(C1=CC=CC=C1)=O)CC1CNCCC1